C(C)(C)(C)OC(=O)N1C[C@H]([C@@H](CC1)N1CC2=CC=CC=C2C(C1)O)OC(=O)OC(C)(C)C (3R,4R)-3-((tert-butoxycarbonyl)oxy)-4-(4-hydroxy-3,4-dihydroisoquinolin-2(1H)-yl)piperidine-1-carboxylic acid tert-butyl ester